(N,N-diethylsulfamoyl)-benzo[c][1,2,5]oxadiazole C(C)N(S(=O)(=O)C1=CC=CC2=NON=C21)CC